O1C(=CC=C1C=O)C=O furan-2,5-dialdehyde